C1CCC2=CC(=CC=C12)[C@H]1CC2(CN(C2)C(=O)C2CC(C2)(C)O)CC1 |r| (rac)-(6-(2,3-dihydro-1H-inden-5-yl)-2-azaspiro[3.4]oct-2-yl)((1s,3s)-3-hydroxy-3-methylcyclobutyl)methanone